7-bromo-2-methoxy-1,2,3,4,4a,9a-hexahydro-9H-fluoren-9-one BrC1=CC=C2C3CCC(CC3C(C2=C1)=O)OC